[O-2].[Li+].[Pb+2].[Si+4] silicon-lead-lithium oxide